ClC1=CC=C2C=CC=C(C2=C1)CCO 2-(7-chloro-1-naphthalenyl)ethan-1-ol